C(C)(C)(C)OC(=O)N1CCN(CC1)C1=C(C=CC(=C1)C(F)(F)F)CNNS(=O)(=O)CC1=CC=CC=C1 (E)-4-(2-((2-toluenesulfonyl-hydrazino)methyl)-5-(trifluoromethyl)phenyl)piperazine-1-carboxylic acid tert-butyl ester